5-(5-chloro-1H-pyrrolo[2,3-b]pyridin-4-yl)-1H-indazol-3-amine ClC=1C(=C2C(=NC1)NC=C2)C=2C=C1C(=NNC1=CC2)N